O1C=C(C=C1)C(=O)NC=1C=C2C(=CNC2=CC1)C1CCN(CC1)CCCC 5-(3-furoyl)amino-3-(1-butylpiperidin-4-yl)-1H-indole